((S)-sec-butyl)-2-chloro-5-((2R,3S)-2-methyl-3-((methylsulfonyl)methyl)azetidin-1-yl)-7H-pyrrolo[2,3-d]pyrimidine [C@H](C)(CC)C=1C2=C(N=C(N1)Cl)NC=C2N2[C@@H]([C@H](C2)CS(=O)(=O)C)C